[C@@H]12N(C[C@@H](CC1)C2)CC(=O)NC=2C=C(C(=NC2)C)NC(=O)C=2C=NN1C2C=NC(=C1)C=1C=NN(C1)CCC(=O)N N-(5-(2-((1R,4S)-2-azabicyclo[2.2.1]heptan-2-yl)acetamido)-2-methylpyridin-3-yl)-6-(1-(3-amino-3-oxopropyl)-1H-pyrazol-4-yl)pyrazolo[1,5-a]pyrazine-3-carboxamide